C(C)N1C(NC2=C(C1=O)SC(=C2)CN2CCC(CC2)(O)C=2C=CC(=NC2C)C(=O)NC)=O 5-(1-((3-ethyl-2,4-dioxo-1,2,3,4-tetrahydrothieno[3,2-d]pyrimidin-6-yl)methyl)-4-hydroxypiperidin-4-yl)-N,6-dimethylpicolinamide